3-diphenylphosphinopropyl-(diphenyl)phosphane C1(=CC=CC=C1)P(CCCP(C1=CC=CC=C1)C1=CC=CC=C1)C1=CC=CC=C1